BrC=1C=C2N([C@@H](C(NC2=CC1)=O)C)C(C)C (R)-6-bromo-4-isopropyl-3-methyl-3,4-dihydroquinoxalin-2(1H)-one